2-(methylamino)phenylboronic acid CNC1=C(C=CC=C1)B(O)O